(E)-(2-methoxy-2-phenylsulphonylvinyl)-benzene CO\C(=C/C1=CC=CC=C1)\S(=O)(=O)C1=CC=CC=C1